4'-dimethylacryloylaminoazobenzene CC(=CC(=O)NC1=CC=C(C=C1)N=NC1=CC=CC=C1)C